((2R,6S)-2,6-dimethylmorpholino)-N-(4,4,4-trifluorobutyl)-1H-benzo[d]imidazole-1-carboxamide C[C@H]1O[C@H](CN(C1)C1=NC2=C(N1C(=O)NCCCC(F)(F)F)C=CC=C2)C